(rac)-trans-2-((6-Chloropyridazin-3-yl)amino)cyclopentanol ClC1=CC=C(N=N1)N[C@H]1[C@@H](CCC1)O |r|